COC(=O)C1=NC=CC(=C1)NC(=O)[C@@H]1O[C@](C[C@H]1C1=C(C=C(C=C1)F)OC)(C(F)(F)F)C |r| rac-(2r,3s,5r)-4-[[3-(4-fluoro-2-methoxy-phenyl)-5-methyl-5-(trifluoromethyl)tetrahydrofuran-2-carbonyl]amino]pyridine-2-carboxylic acid methyl ester